6-(2-(1,3-dioxolan-2-yl)ethyl)-7-(2,3-dichlorophenyl)-8-fluoro-2H-benzo[d][1,3]oxazine-2,4(1H)-dione O1C(OCC1)CCC1=CC2=C(NC(OC2=O)=O)C(=C1C1=C(C(=CC=C1)Cl)Cl)F